FC=1C=CC(=C2C=CC(=NC12)C)C1=NNC2=NC(=CN=C21)N2C[C@@H]1[C@]([C@@H]1CC2)(C2=C(C=CC=C2)F)CN ((1S,6R,7R)-3-(3-(8-fluoro-2-methylquinolin-5-yl)-1H-pyrazolo[3,4-b]pyrazin-6-yl)-7-(2-fluorophenyl)-3-azabicyclo[4.1.0]heptan-7-yl)methanamine